5-[(3R,5S)-3,5-dimethylpiperazin-1-yl]-N-{8-fluoro-2-methylimidazo[1,2-a]pyridin-6-yl}-3-methoxycinnoline-8-carboxamide C[C@@H]1CN(C[C@@H](N1)C)C1=C2C=C(N=NC2=C(C=C1)C(=O)NC=1C=C(C=2N(C1)C=C(N2)C)F)OC